p-bis-(2-aminoethyl)benzene isopropyl-7-(5-(2-(N-(tert-butyl)sulfamoyl)-4-((isopropoxycarbonyl)amino)phenyl)thiazol-2-yl)-2,7-diazaspiro[3.5]nonane-2-carboxylate C(C)(C)OC(=O)N1CC2(C1)CCN(CC2)C=2SC(=CN2)C2=C(C=C(C=C2)NC(=O)OC(C)C)S(NC(C)(C)C)(=O)=O.NCCC2=CC=C(C=C2)CCN